ClC1=C(C=C(S1)[C@H](C(C(=O)OCC1=CC=CC=C1)(C)C)C1=C(C2=C(N(N=N2)CC)C=C1)F)COCC1=CC=C(C=C1)OC Benzyl (R)-3-(5-chloro-4-(((4-methoxybenzyl)oxy)methyl)thiophen-2-yl)-3-(1-ethyl-4-fluoro-1H-benzo[d][1,2,3]triazol-5-yl)-2,2-dimethylpropanoate